N1C(=NC2=C1C=CC=C2)CNC2=NC(=NC=1N2N=CC1C(C)C)NC1=CC=CC=C1 N4-[(1H-benzimidazol-2-yl)methyl]-N2-phenyl-8-(propan-2-yl)pyrazolo[1,5-a][1,3,5]triazine-2,4-diamine